ClC1=C2C(=NC(=C1)C(F)F)N(N=C2C)COCC[Si](C)(C)C chloro-6-(difluoromethyl)-3-methyl-1-((2-(trimethylsilyl)ethoxy)methyl)-1H-Pyrazolo[3,4-b]Pyridine